ClC1=C2C=NN(C2=CC=C1NC1=NOC(=N1)C1=CC(=C(OCC(=O)OC(C)(C)C)C=C1)OC)C1OCCCC1 tert-butyl 2-[4-[3-[(4-chloro-1-tetrahydropyran-2-yl-indazol-5-yl)amino]-1,2,4-oxadiazol-5-yl]-2-methoxy-phenoxy]acetate